COC=1C=C2C(OC(C2=C(C1)OC)C(=O)O)=O 1,3-dihydro-5,7-dimethoxy-3-oxo-1-isobenzofurancarboxylic acid